C(C)[C@]1(C(OCC=2C(N3CC=4C(=NC=5C=C(C(=C6C5C4[C@H](CC6)[C@@H](CCO)NC(C)=O)C)F)C3=CC21)=O)=O)O N-((R)-1-((1S,9S)-9-ethyl-5-fluoro-9-hydroxy-4-methyl-10,13-dioxo-2,3,9,10,13,15-hexahydro-1H,12H-benzo[de]pyrano[3',4':6,7]indolizino[1,2-b]quinolin-1-yl)-3-hydroxypropyl)acetamide